The molecule is an amino disaccharide consisting of alpha-L-threo-hex-4-enopyranuronic acid and 2-acetamido-2-deoxy-alpha-D-glucopyranose residues joined in sequence by a (1->4) glycosidic bond. It is an amino disaccharide, a member of acetamides, an alpha,beta-unsaturated monocarboxylic acid, an enol, a glucosamine oligosaccharide and a glycosylglucose derivative. It derives from a 4,5-dehydro-D-glucuronic acid and a N-acetyl-alpha-D-glucosamine. CC(=O)N[C@@H]1[C@H]([C@@H]([C@H](O[C@@H]1O)CO)O[C@H]2[C@@H]([C@H](C(=C(O2)C(=O)O)O)O)O)O